C(C)C(C(=O)OCCOCCOCCO)CCCC triethylene glycol mono(2-ethylhexanoate)